C(#N)C1=CC=CC2=C1SC=C2\C=C(\C(=O)OC2CC2)/C(C)=O Cyclopropyl (E)-2-((7-cyanobenzo[b]thiophen-3-yl)methylene)-3-oxobutanoate